ClC=1C=C(NC2(CCC3(C(CC4=CC=CC=C34)CCCOC3=C4C(=NC=C3)CCC4)CC2)C(=O)OC)C=CC1 methyl (1r,4r)-4-(3-chloroanilino)-2'-{3-[(6,7-dihydro-5H-cyclopenta[b]pyridin-4-yl)oxy]propyl}-2',3'-dihydrospiro[cyclohexane-1,1'-indene]-4-carboxylate